((2S)-3-([1,1'-biphenyl]-4-yl)-2-((hydroxy((1R)-1-(((1-(isobutyryloxy)ethoxy)carbonyl)amino)ethyl)phosphoryl)methyl)propanoyl)-L-alanine disodium salt [Na+].[Na+].C1(=CC=C(C=C1)C[C@@H](C(=O)N[C@@H](C)C(=O)[O-])CP(=O)([C@H](C)NC(=O)OC(C)OC(C(C)C)=O)O)C1=CC=CC=C1.C1(=CC=C(C=C1)C[C@@H](C(=O)N[C@@H](C)C(=O)[O-])CP(=O)(O)[C@H](C)NC(=O)OC(C)OC(C(C)C)=O)C1=CC=CC=C1